FC1(CN(CCC1)C=1C2=C(N=C(N1)SC)C(=C(N=C2OC)C2=CC(=CC1=CC=C(C(=C21)C#C[Si](C(C)C)(C(C)C)C(C)C)F)OCOC)F)F 4-(3,3-difluoropiperidin-1-yl)-8-fluoro-7-(7-fluoro-3-(methoxy-methoxy)-8-[(triisopropylsilyl)ethynyl]naphthalen-1-yl)-5-methoxy-2-(methylsulfanyl)pyrido[4,3-d]pyrimidine